[F-].C(CCCCCCCCCC)[NH+]1CCC(CC1)CCC 1-undecyl-4-propylpiperidinium fluoride salt